O[C@@]1(CC[C@@]2([C@H]3CC[C@@]4([C@@](CC[C@H]4[C@@H]3CC[C@H]2C1)([2H])C(C([2H])([2H])[2H])=O)C)C)COC([2H])([2H])[2H] 1-((3R,5S,8R,9S,10S,13S,14S,17S)-3-hydroxy-3-((methoxy-d3)methyl)-10,13-dimethylhexadecahydro-1H-cyclopenta[a]phenanthren-17-yl-17-d)ethan-1-one-2,2,2-d3